(4-[2-(MORPHOLIN-4-YL)ETHOXY]PHENYL)BORANEDIOL N1(CCOCC1)CCOC1=CC=C(C=C1)B(O)O